2-Chloro-5-hydroxytrifluorotoluene ClC1=C(C(F)(F)F)C=C(C=C1)O